C(=CCCCCCC)P(O)(=O)CC octenyl-ethyl-phosphinic acid